N,N-dipropyl-meta-acetamidoaniline tert-butyl-(3-(4-(6-((2-amino-2-oxo-1-phenylethyl)thio)-3,5-dicyano-4-cyclopropylpyridin-2-yl)piperazin-1-yl)propyl)carbamate C(C)(C)(C)N(C(O)=O)CCCN1CCN(CC1)C1=NC(=C(C(=C1C#N)C1CC1)C#N)SC(C(=O)N)C1=CC=CC=C1.C(CC)N(C1=CC(=CC=C1)NC(C)=O)CCC